C(C=C)(=O)OC12CCCCCCCCC(C1)C2 bicyclo[8.1.1]dodecanyl acrylate